1-(tert-butoxycarbonyl)-4-(3-chlorophenethyl)-5-methylpiperazine-2-carboxylic acid C(C)(C)(C)OC(=O)N1C(CN(C(C1)C)CCC1=CC(=CC=C1)Cl)C(=O)O